(2R,3S,4R,5S)-3-(3,4-difluoro-2-hydroxy-phenyl)-4,5-dimethyl-5-(trifluoromethyl)tetrahydrofuran FC=1C(=C(C=CC1F)[C@H]1CO[C@@]([C@@H]1C)(C(F)(F)F)C)O